FC(OC1=C(C=CC(=C1F)F)[C@@H]1[C@H](O[C@]([C@H]1C)(C(F)(F)F)C)C(=O)NC1=CC(=NC=C1)C(=O)NC)F 4-((2S,3R,4S,5R)-3-(2-(difluoromethoxy)-3,4-difluorophenyl)-4,5-dimethyl-5-(trifluoromethyl)tetrahydrofuran-2-carboxamido)-N-methylpicolinamide